C(C(=C)C)(=O)NCC[Si](OCCC)(OCCC)OCCC 2-methacrylamidoethyltri-n-propyl-Oxysilane